N(CCO)(CCO)CCO.C(CCC)OP(=O)(OCCCC)O.FC1(CCC(CC1)N1C(=NC2=C1C=CC(=C2)C2=C(N=NN2C)C)[C@@H]2CCCC(N2C2=CC(=C(C=C2)F)F)=O)F (S)-6-(1-(4,4-difluorocyclohexyl)-5-(1,4-dimethyl-1H-1,2,3-triazol-5-yl)-1H-benzo[d]imidazol-2-yl)-1-(3,4-difluorophenyl)piperidin-2-one dibutyl-phosphate triethanolamine salt